C1=CC2=C(C=CC(=C2)S(=O)(=O)[O-])C(=C1)CC3=CC=CC4=C3C=CC(=C4)S(=O)(=O)[O-].[Na+].[Na+] naphthaleneformaldehyde